FC1(CN(CC[C@H]1NC1=NN2C(C(=N1)OC)=C(C=C2)C=2C=C(C1=C(N(N=N1)CC(F)F)C2)F)C2COC2)F (R)-N-(3,3-difluoro-1-(oxetan-3-yl)piperidin-4-yl)-5-(1-(2,2-difluoroethyl)-4-fluoro-1H-benzo[d][1,2,3]triazol-6-yl)-4-methoxypyrrolo[2,1-f][1,2,4]triazin-2-amine